ClC(=O)N1[C@H](CN(C(C1=O)=O)CC)CCNC(OCC1=CC=CC=C1)=O benzyl (S)-(2-(1-(chlorocarbonyl)-4-ethyl-5,6-dioxopiperazin-2-yl)ethyl)carbamate